C(C)(=O)OC(C1=CC(=C(C=C1)F)C#N)C=1C(=C2C=CNC2=CC1F)Br (4-bromo-6-fluoro-1H-indol-5-yl)(3-cyano-4-fluorophenyl)methyl acetate